diphenylmethane-d2 C1(=CC=CC=C1)C([2H])([2H])C1=CC=CC=C1